4-(1-cyano-2'-oxo-1',4'-dihydro-2'H-spiro[pyrrolidine-3,3'-quinoline]-7'-yl)-N-methylbenzamide C(#N)N1CC2(C(NC3=CC(=CC=C3C2)C2=CC=C(C(=O)NC)C=C2)=O)CC1